2-methylpropanedioic acid potassium salt [K+].CC(C(=O)[O-])C(=O)[O-].[K+]